COC1=NC=C(C=N1)C1=CC=C(C=C1)NC1=CC2=C(C=N1)N(C(N2C2CCOCC2)=O)C 6-((4-(2-Methoxypyrimidin-5-yl)phenyl)amino)-3-methyl-1-(tetrahydro-2H-pyran-4-yl)-1,3-dihydro-2H-imidazo[4,5-c]pyridin-2-one